FC(/C=C/C=1N=C2N(N1)[C@@H](C[C@@H]2F)C2=CC=CC=C2)F (5S,7S)-2-[(E)-3,3-difluoroprop-1-enyl]-7-fluoro-5-phenyl-6,7-dihydro-5H-pyrrolo[1,2-b][1,2,4]triazole